NCC1(CC(CCC1)CN)C [3-(aminomethyl)-3-methylcyclohexyl]methylamine